CC1(CCN(CC1)C=1OC2=C(C=C(C=C2C(C1)=O)C)C(C)NC1=C(C(=O)O)C=C(C=C1)OC)C 2-[1-[2-(4,4-Dimethyl-1-piperidyl)-6-methyl-4-oxo-chromen-8-yl]ethylamino]-5-methoxy-benzoic acid